COC1=CC=C(CN2C(COC3(CC(C4(OCCO4)CC3)(C)C)C2)=O)C=C1 12-(4-methoxybenzyl)-6,6-dimethyl-1,4,9-trioxa-12-azadispiro[4.2.58.25]pentadecan-11-one